C(C1=CC=CC=C1)N1C=C(C2=CC(=CC=C12)NC(=O)C=1N=CNC1)C#N N-(1-benzyl-3-cyano-1H-indol-5-yl)-1H-imidazole-4-carboxamide